((2-(3'-(7-cyano-5-((ethyl(2-hydroxyethyl)amino)methyl)benzo[d]oxazol-2-yl)-2,2'-dimethyl-[1,1'-biphenyl]-3-yl)-6-(difluoromethoxy)benzo[d]oxazol-5-yl)methyl)-L-proline C(#N)C1=CC(=CC=2N=C(OC21)C=2C(=C(C=CC2)C2=C(C(=CC=C2)C=2OC1=C(N2)C=C(C(=C1)OC(F)F)CN1[C@@H](CCC1)C(=O)O)C)C)CN(CCO)CC